ClC=1C(=C(C(=CC1)N1N=NN=C1)C1=CC(N2[C@@H](CC(C2=C1)C)C=1NC(=CN1)C1=CC=C(C=C1)NC(OC)=O)=O)F |o1:16| methyl 4-(2-((3S*)-7-(3-chloro-2-fluoro-6-(1H-tetrazol-1-yl)phenyl)-1-methyl-5-oxo-1,2,3,5-tetrahydroindolizin-3-yl)-1H-imidazol-5-yl)phenylcarbamate